BrC1=CC(=C(OC2=C(C=C(N)C=C2)C2=CC(=NC(=C2)C)C)C=C1)F 4-(4-bromo-2-fluorophenoxy)-3-(2,6-dimethylpyridin-4-yl)aniline